Trans-2,2-dichloro-N-(4-chloro-3-(2-(pyrimidin-2-yl)hydrazine-1-carbonyl)phenyl)-3-(3,5-dichlorophenyl)cyclopropane-1-carboxamide ClC1([C@H]([C@@H]1C1=CC(=CC(=C1)Cl)Cl)C(=O)NC1=CC(=C(C=C1)Cl)C(=O)NNC1=NC=CC=N1)Cl